methyl 2-(4-(allyloxy)-4-methylpiperidin-1-yl)-4-chlorobenzoate C(C=C)OC1(CCN(CC1)C1=C(C(=O)OC)C=CC(=C1)Cl)C